C(C)C(C(=O)O)(CCCCCCC)CC.[Nd] Neodymium (2,2-diethyl-nonanoic acid)